3,5-Dimethylpyrazole CC1=NNC(=C1)C